C(C)(C)(C)OC(=O)N(CC(=O)[C@H]1CN(C[C@H]1CC)C(=O)OCC1=CC=CC=C1)C=1N=C2C(=NC1)N(C=C2)S(=O)(=O)C2=CC=C(C)C=C2 benzyl (3R,4S)-3-(N-(tert-butoxycarbonyl)-N-(5-tosyl-5H-pyrrolo[2,3-b]pyrazin-2-yl)glycyl)-4-ethylpyrrolidine-1-carboxylate